C(C)C1=C(C=CC(=C1)Cl)Cl 2-Ethyl-1,4-Dichlorobenzol